hexyl benzoate (HEXYL BENZOATE) C(CCCCC)C1=C(C(=O)O)C=CC=C1.C(C1=CC=CC=C1)(=O)OCCCCCC